FC(C(F)(F)F)(C(C(C(F)(F)F)(F)F)(C(C(C(F)(F)F)(F)F)(C(F)(F)F)F)F)F 3-pentafluoroethyl-4-trifluoromethyl-dodecafluorohexane